BrC1=NC(=CC(=C1)[C@@H]1CN(C[C@H](O1)CNC)C(=O)OC(C)(C)C)Cl trans-tert-butyl 2-(2-bromo-6-chloropyridin-4-yl)-6-((methylamino)methyl)morpholine-4-carboxylate